CC(CC1=CC=CC=C1)(C)NC(C=C)=O N-(2-methyl-1-phenylprop-2-yl)propan-2-enamide